1-tertiary butyl-3,5-dimethylbenzene C(C)(C)(C)C1=CC(=CC(=C1)C)C